[3-[6-[4-(trifluoromethoxy)phenoxy]-3-pyridinyl]azetidin-1-yl]methanone FC(OC1=CC=C(OC2=CC=C(C=N2)C2CN(C2)C=O)C=C1)(F)F